OC=1C(NN=C(C1)CCC1=CC(=CC=C1)OC(F)(F)F)=O 4-hydroxy-6-{2-[3-(trifluoromethoxy)phenyl]ethyl}pyridazin-3(2H)-one